N(=[N+]=[N-])C1=CC=C(C=CC=C2C(C(CCC2)=CC=CC2=CC=C(C=C2)N=[N+]=[N-])=O)C=C1 2,6-bis(4'-azidocinnamylidene)cyclohexanone